CCCCCC(/C=C/C=C\CCCCCCCC(=O)O)O 13-hydroxy-9Z,11E-octadecadienoic acid